BrC1=C2C(=NC(=NC2=C(C(=C1)Cl)F)SC)Cl 5-bromo-4,7-dichloro-8-fluoro-2-(methylthio)quinazoline